trans-N-(8-[{4-(trifluoromethyl)cyclohexyl}methoxy]quinolin-5-yl)acrylamide FC([C@@H]1CC[C@H](CC1)COC=1C=CC(=C2C=CC=NC12)NC(C=C)=O)(F)F